C(=O)(O)CN1CCN(CCN(CCNCC1)CC(=O)O)CC1=[N+](C=CC=C1)[O-] 2-((4,10-bis(carboxymethyl)-1,4,7,10-tetraazacyclododecan-1-yl)methyl)pyridine 1-oxide